C12CN(CC(O1)C2)C2=NN(C1=C2C=NC(=C1)NC(C)=O)C1=NC(=NC(=C1)CC)C(C)(F)F N-(3-(6-oxa-3-azabicyclo[3.1.1]hept-3-yl)-1-(2-(1,1-difluoroethyl)-6-ethylpyrimidin-4-yl)-1H-pyrazolo[4,3-C]pyridin-6-yl)acetamide